CC1=NN2C(N(C([C@H](CC2)NC(=O)C2=NN3C(C(=CC=C3)C3=CC=CC=C3)=C2)=O)C)=C1 (S)-N-(2,4-Dimethyl-5-oxo-5,6,7,8-tetrahydro-4H-pyrazolo[1,5-a][1,3]diazepin-6-yl)-4-phenylpyrazolo[1,5-a]pyridin-2-carboxamid